[Na+].O1C=2C(OCC1COCCC(S(=O)(=O)[O-])CCCCCC)=CSC2 3-[(2,3-dihydrothieno[3,4-b]-[1,4]dioxin-2-yl)methoxy]-1-hexyl-1-propanesulfonic acid sodium salt